C1(CCCCCC1)NC(OC1=CC(=C(C=C1)OC)C=1C=NC=C(C1)C=1NC=CC1)=O 3-(5-(1H-pyrrol-2-yl)pyridin-3-yl)-4-methoxyphenyl cycloheptylcarbamate